2,2'-diamino-[1,1'-biphenyl] NC1=C(C=CC=C1)C1=C(C=CC=C1)N